CC1=CC=C(C=N1)C(=O)N1CCC(CC1)CCCCNC(=O)C1=CC=2C(=CN=CC2)S1 N-(4-{1-[(6-methylpyridin-3-yl)carbonyl]piperidin-4-yl}butyl)thieno[2,3-c]pyridine-2-carboxamide